FC1([C@@H]([C@@H](N(C1)C(=O)C1(CCC1)O)CC=1C(=C(C=CC1)C1=C(C(=CC=C1)F)F)F)NS(=O)(=O)CC)F N-{(2S,3R)-4,4-difluoro-1-(1-hydroxycyclobutane-1-carbonyl)-2-[(2,2',3'-trifluoro[1,1'-biphenyl]-3-yl)methyl]-pyrrolidin-3-yl}ethanesulfonamide